(R)-N,N-diisopropyl-3-(2-hydroxy-5-methylphenyl)-3-phenylpropylamine C(C)(C)N(C(C)C)CC[C@H](C1=CC=CC=C1)C1=C(C=CC(=C1)C)O